ethyl (6'-bromo-3',4'-dihydro-1'H-spiro[cyclopropane-1,2'-naphthalen]-1'-yl)carbamate BrC=1C=C2CCC3(C(C2=CC1)NC(OCC)=O)CC3